diethyl-(trimethylsiloxy)silane C(C)[SiH](O[Si](C)(C)C)CC